N-(3-(5-chloro-2-methoxyphenyl)-1-(2-(cyclobutylamino)ethyl)-1H-pyrazol-4-yl)pyrazolo[1,5-a]pyrimidine-3-carboxamide ClC=1C=CC(=C(C1)C1=NN(C=C1NC(=O)C=1C=NN2C1N=CC=C2)CCNC2CCC2)OC